1-[(2-bromopyridin-4-yl)methyl]-3-[rac-(1R,2R,4S)-2-bicyclo[2.2.1]heptanyl]urea BrC1=NC=CC(=C1)CNC(=O)N[C@H]1[C@@H]2CC[C@H](C1)C2 |r|